ClC1=C(NC=2SC(=C(N2)C(CCC(=O)O)(CC)C(=O)OCC)C)C=CC(=C1)Cl 4-[2-(2,4-dichloroanilino)-5-methyl-thiazol-4-yl]-4-ethoxycarbonyl-hexanoic acid